6-(3-(4-acryloylmorpholin-3-yl)-5-chlorophenyl)pyrimidine-4-carboxamide C(C=C)(=O)N1C(COCC1)C=1C=C(C=C(C1)Cl)C1=CC(=NC=N1)C(=O)N